C1(=CC=CC=C1)N1C2=CC=CC=C2C=2C=C(C=CC12)C=1C=C2C=3C=C(C=CC3NC2=CC1)C=1C=CC=2NC3=CC=CC=C3C2C1 6-(9-phenyl-9h-carbazol-3-yl)-9h,9'h-3,3'-bicarbazole